(2S,3R)-1-(4-chloro-6,7-dihydro-5H-cyclopenta[d]pyrimidin-2-yl)-2-methylazetidin-3-ol ClC=1C2=C(N=C(N1)N1[C@H]([C@@H](C1)O)C)CCC2